FC1=NNC2=CC=C(C=C12)C(C=1C=CC(=NC1)N1CCC2(CN(C2)C(=O)OC(C)(C)C)CC1)=CC1CC(OC(C1)(C)C)(C)C tert-butyl 7-(5-((3-fluoro-1H-indazol-5-yl)(2,2,6,6-tetramethyltetrahydro-4H-pyran-4-ylmethylene)methyl)pyridin-2-yl)-2,7-diazaspiro[3.5]nonane-2-carboxylate